The molecule is a linear tetrasaccharide consisting of two beta-D-mannose residues, an alpha-L-rhamnose residue and a beta-D-glucose residue (at the reducing end), joined by sequential (1->3), (1->3) and (1->3) linkages. C[C@H]1[C@@H]([C@H]([C@H]([C@@H](O1)O[C@H]2[C@@H]([C@H](O[C@H]([C@@H]2O)O)CO)O)O)O[C@H]3[C@H]([C@H]([C@@H]([C@H](O3)CO)O)O[C@H]4[C@H]([C@H]([C@@H]([C@H](O4)CO)O)O)O)O)O